C1[C@H](NC(S1)CS(=O)(=O)O)C(=O)O The molecule is a thiazolidinemonocarboxylic acid that is L-thioproline with a sulfomethyl group at position 2. It has a role as a metabolite. It is a thiazolidinemonocarboxylic acid, an organosulfonic acid and a thioproline. It derives from a L-thioproline.